3-[(4-methoxyphenyl)methyl]-1-[4-(4,4,5,5-tetramethyl-1,3,2-dioxaborolan-2-yl)phenyl]hexahydropyrimidine-2,4-dione COC1=CC=C(C=C1)CN1C(N(CCC1=O)C1=CC=C(C=C1)B1OC(C(O1)(C)C)(C)C)=O